7-{(2-hydroxyethyl)[7-(1-octylnonylcarbonyloxy)heptyl]amino}heptyl 10-methyl-9-undecenoate CC(=CCCCCCCCC(=O)OCCCCCCCN(CCCCCCCOC(=O)C(CCCCCCCC)CCCCCCCC)CCO)C